S-(6-(3-Bromophenyl)-2,2-dimethyl-6-((tetrahydro-2H-pyran-2-yl)oxy)hexyl) ethanethioate C(C)(SCC(CCCC(OC1OCCCC1)C1=CC(=CC=C1)Br)(C)C)=O